OC1=NC(=CC(=C1C1=NOC(C1)(O)C(F)F)C)C 3-(2-hydroxy-4,6-dimethyl-3-pyridinyl)-5-(difluoromethyl)-4H-isoxazol-5-ol